(S)-2-(((benzyloxy)carbonyl)amino)-4-((4-(8-(tert-butoxycarbonyl)-5,6,7,8-tetrahydro-1,8-naphthyridin-2-yl)butyl)(3,3-difluoropropyl)amino)butanoic acid C(C1=CC=CC=C1)OC(=O)N[C@H](C(=O)O)CCN(CCC(F)F)CCCCC1=NC=2N(CCCC2C=C1)C(=O)OC(C)(C)C